Methyl 2-amino-6-(benzyloxy)-9-bromo-10-chloro-[1,2,4]triazolo[5,1-a]isoquinoline-5-carboxylate NC1=NN2C(C3=C(C(=CC=C3C(=C2C(=O)OC)OCC2=CC=CC=C2)Br)Cl)=N1